NC1=NC=NN2C1=C(C=C2C=2C(=CC(=C(C(=O)N[C@@H]1CN(C[C@@H]1F)C(C1=CC=C(C=C1)F)=O)C2)Cl)F)C(F)(F)F 5-[4-amino-5-(trifluoromethyl)pyrrolo[2,1-f][1,2,4]triazin-7-yl]-2-chloro-4-fluoro-N-[(3R,4S)-4-fluoro-1-(4-fluorobenzoyl)pyrrolidin-3-yl]benzamide